FC(S(=O)(=O)[O-])(F)F.C(C)(C)(C)OC([C@H](CCCCNC(=O)C=1C=CC(=NC1)[N+](C)(C)C)NC(=O)N[C@H](C(=O)OC(C)(C)C)CCC(=O)OC(C)(C)C)=O 5-(((S)-6-(tertbutoxy)-5-(3-((S)-1,5-di-tert-butoxy-1,5-dioxopentan-2-yl)ureido)-6-oxohexyl)-carbamoyl)-N,N,N-trimethylpyridin-2-aminium trifluoromethanesulfonate